1-(3-bromo-5-fluoropyridin-2-yl)ethan-1-one BrC=1C(=NC=C(C1)F)C(C)=O